C(C)(C)N1NC2=NC=NC=C2C1 2-isopropyl-1,2-dihydro-3H-pyrazolo[3,4-d]pyrimidine